ClC=1C(=C(C=CC1)N1CCC2(C=3C=CC(=NC3C(N(C2)CC2(CN(C2)C(=O)OC(C)(C)C)O)=O)C=2C(=NC=CC2)OCC)CC1)C(F)(F)F tert-butyl 3-((1-(3-chloro-2-(trifluoromethyl)phenyl)-2'-(2-ethoxypyridin-3-yl)-8'-oxo-6'H-spiro[piperidine-4,5'-[1,7]naphthyridin]-7'(8'H)-yl)methyl)-3-hydroxyazetidine-1-carboxylate